1-(5-((4-nitro-1H-pyrazol-1-yl)methyl)pyridin-2-yl)cyclobutan-1-ol [N+](=O)([O-])C=1C=NN(C1)CC=1C=CC(=NC1)C1(CCC1)O